2,5-dioxopyrrolidin-1-yl-5-ethyl-4-(pyridin-2-ylthio)heptanoic acid 2,5-dioxopyrrolidin-1-yl-4-cyclopropyl-4-(pyridin-2-ylthio)pentanoate O=C1N(C(CC1)=O)C(C(=O)O)CC(C)(SC1=NC=CC=C1)C1CC1.O=C1N(C(CC1)=O)C(C(=O)O)CC(C(CC)CC)SC1=NC=CC=C1